tert-butyl (2R,3S,4S)-4-[(tert-butoxycarbonyl)oxy]-3-({3-[(tert-butyldimethylsilyl)oxy]-3-methylbutanoyl}oxy)-2-[(4-methoxyphenyl)methyl]pyrrolidine-1-carboxylate C(C)(C)(C)OC(=O)O[C@@H]1[C@H]([C@H](N(C1)C(=O)OC(C)(C)C)CC1=CC=C(C=C1)OC)OC(CC(C)(C)O[Si](C)(C)C(C)(C)C)=O